ClC=1N=C2C(=C(C(N(C2=CC1)C)=O)C#N)N1C[C@@H]([C@@H](CC1)N(C1=CC=C(C=C1)OC(F)(F)F)C)C 6-chloro-1-methyl-4-[(3s,4r)-3-methyl-4-[N-methyl-4-(trifluoromethoxy)anilino]-1-piperidinyl]-2-oxo-1,5-naphthyridine-3-carbonitrile